3-(azetidin-3-yl)-1-methyl-7-[4-(4-methylpiperazin-1-yl)anilino]-4H-pyrimido[4,5-d]pyrimidin-2-one N1CC(C1)N1C(N(C2=NC(=NC=C2C1)NC1=CC=C(C=C1)N1CCN(CC1)C)C)=O